Cl.C1=CC(=CC=2[C@@]34CCCC[C@]3([C@@H](CC12)NCC4)O)O morphinan-3,14-diol hydrochloride